1-(3-((3-(1H-pyrazol-4-yl)-1H-indazol-6-yl)amino)phenyl)-3-(3-(tert-butyl)-1-cyclohexyl-1H-pyrazol-5-yl)urea N1N=CC(=C1)C1=NNC2=CC(=CC=C12)NC=1C=C(C=CC1)NC(=O)NC1=CC(=NN1C1CCCCC1)C(C)(C)C